3-(3-(isopropylsulfonyl)phenyl)-5-methyl-pyrazol-4-ol C(C)(C)S(=O)(=O)C=1C=C(C=CC1)C1=NNC(=C1O)C